N1N=CC(=C1)C=1C=CC(=NC1)C=1SC2=C(N1)SC(=N2)N 5-[5-(1H-pyrazol-4-yl)pyridin-2-yl][1,3]thiazolo[5,4-d][1,3]thiazol-2-amine